ClC1=NN2C(C=N1)=CN=C2C2(CC2)CC 2-chloro-7-(1-ethylcyclopropyl)imidazo[4,3-f][1,2,4]triazine